C1(=CC=CC=C1)C1=C(C2=C(C(=C(C(=C2C=C1)N)N)C1=CC=CC=C1)C1=CC=CC=C1)C1=CC=CC=C1 tetraphenylnaphthalenediamine